4,4'-bis(benzoOxazol-2-yl)stilbene O1C(=NC2=C1C=CC=C2)C2=CC=C(C=C2)C=CC2=CC=C(C=C2)C=2OC1=C(N2)C=CC=C1